CC1=C(C(=NC=C1)S)C(=O)OC methyl 4-methyl-2-sulfanylpyridine-3-carboxylate